N1CC(CCCC1)C(=O)N azepane-3-carboxamide